C(CCCCCCCCC)OC([C@H](C)OP(=O)(OC1=CC=C(C=C1)[N+](=O)[O-])N[C@@H](CC1=CC=CC=C1)C(=O)OCCCCCCCCCC)=O decyl ((((S)-1-(decyloxy)-1-oxopropan-2-yl)oxy)(4-nitrophenoxy)phosphoryl)-L-phenylalaninate